bis(2,4-di-t-butylphenyl)pentaerythritol bis-diphosphite OP(O)OP(O)O.OP(O)OP(O)O.C(C)(C)(C)C1=C(C=CC(=C1)C(C)(C)C)C(O)(C(CO)(CO)CO)C1=C(C=C(C=C1)C(C)(C)C)C(C)(C)C